7'-(2,6-dioxapiperidin-3-yl)-2'H-spiro[piperidin-4,3'-pyrano[2,3-f]isoindole]-6',8'(4'H,7'H)-dione N1OC(CCO1)N1C(C=2C=C3C(=CC2C1=O)OCC1(C3)CCNCC1)=O